2-(4-Acetylpiperazin-1-yl)-8-bromo-6-methyl-chromen-4-one C(C)(=O)N1CCN(CC1)C=1OC2=C(C=C(C=C2C(C1)=O)C)Br